ClC1=C2C=CC=CC2=C(C2=CC=CC=C12)C1=CC=C(C=C1)C1=NC(=NC(=N1)C1=CC=CC=C1)C1=CC=CC=C1 2-(4-(10-chloroanthracene-9-yl)phenyl)-4,6-diphenyl-1,3,5-triazine